FC=1C(=NC2=NC(=CC=C2C1)C1CN(CCC1)C)C1=C(C=C(C=C1C)C)O 2-(3-fluoro-7-(1-methylpiperidin-3-yl)-1,8-naphthyridin-2-yl)-3,5-dimethylphenol